C(C1=CC=CC=C1)OC1=C(C=CC(=C1)C([2H])([2H])[2H])F 2-(benzyloxy)-1-fluoro-4-(methyl-d3)benzene